CN1C=C(C2=CC=CC=C12)CC(=O)Cl 2-(1-methyl-1H-indol-3-yl)acetyl chloride